COC1=CC=C(C=N1)CN1CCN(CC1)C1=CC=C(C=N1)C1=CC(=CC=2N1C(=CN2)C#N)C=2C=NN(C2)C 5-(6-(4-((6-methoxypyridin-3-yl)meth-yl)piperazin-1-yl)pyridin-3-yl)-7-(1-methyl-1H-pyrazol-4-yl)imidazo[1,2-a]pyridine-3-carbonitrile